(2R,3R,4R,5R)-4-[[3-(3-chloro-4-fluoro-2-methoxy-phenyl)-5-methyl-5-(trifluoromethyl)tetrahydrofuran-2-carbonyl]amino]-N-methyl-pyridine-2-carboxamide ClC=1C(=C(C=CC1F)[C@@H]1[C@@H](O[C@](C1)(C(F)(F)F)C)C(=O)NC1=CC(=NC=C1)C(=O)NC)OC